7-(1-isopropyl-1H-pyrazol-4-yl)-N-(6-(4-isopropyl-4H-1,2,4-triazol-3-yl)pyridin-2-yl)-1-methyl-1H-indole-3-carboxamide C(C)(C)N1N=CC(=C1)C=1C=CC=C2C(=CN(C12)C)C(=O)NC1=NC(=CC=C1)C1=NN=CN1C(C)C